NC1=CC=CC(=N1)N1N=CC(=C1C(F)(F)F)C(=O)NC=1C=NC(=C(C1)Cl)N1N=CC=N1 1-(6-Aminopyridin-2-yl)-N-(5-chloro-6-(2H-1,2,3-triazol-2-yl)pyridin-3-yl)-5-(trifluoromethyl)-1H-pyrazole-4-carboxamide